[2-[5-(2-aminoethyl)pyrimidin-2-yl]-5-fluorophenyl]-(2-methyl-5-morpholin-4-ylpyrazol-3-yl)methanone NCCC=1C=NC(=NC1)C1=C(C=C(C=C1)F)C(=O)C=1N(N=C(C1)N1CCOCC1)C